ClC1=C(C=CC=C1C1=CC=C(C(=N1)OC)CN[C@@H]1[C@H](CC1)O)C1=C(C(=CC=C1)NC=1C2=C(N=C(N1)C)C=CC=N2)C (1S,2S)-2-(((6-(2-chloro-2'-methyl-3'-((2-methylpyrido[3,2-d]pyrimidin-4-yl)amino)-[1,1'-biphenyl]-3-yl)-2-methoxypyridin-3-yl)methyl)amino)cyclobutan-1-ol